ClCCC1=CC=C(C(=O)NC2=CC=C(C=C2)S(=O)(=O)N2CCN(CC2)C2=NC(=CC(=C2)C(F)(F)F)Cl)C=C1 4-(2-Chloroethyl)-N-[4-[4-[6-chloro-4-(trifluoromethyl)-2-pyridyl]piperazin-1-yl]sulfonylphenyl]benzamide